ClC=1C(=NC2=CC=CC=C2C1)S(=O)(=O)C chloro-2-(methylsulfonyl)quinolin